2-[5-[(3R)-3-ethylpyrrolidin-1-yl]-3-methyl-2-oxo-benzimidazol-1-yl]pentanedioic acid C(C)[C@H]1CN(CC1)C1=CC2=C(N(C(N2C)=O)C(C(=O)O)CCC(=O)O)C=C1